[6-[[3-fluoro-5-(trifluoromethyl)-2-pyridyl]methyl]-2-azaspiro[3.3]heptan-2-yl]-[6-(1H-1,2,4-triazol-5-yl)-2-azaspiro[3.3]heptan-2-yl]methanone FC=1C(=NC=C(C1)C(F)(F)F)CC1CC2(CN(C2)C(=O)N2CC3(C2)CC(C3)C3=NC=NN3)C1